1,2-dimethoxyphenyl isothiocyanate COC1(C(C=CC=C1)OC)N=C=S